CC=1C=C(C=C(C1)C)N1C=NC2=C1C(=CC=C2)C#N 1-(3,5-dimethylphenyl)-1H-benzo[d]imidazole-7-carbonitrile